2-chloro-4-cyclopropyl-6-methylbenzonitrile ClC1=C(C#N)C(=CC(=C1)C1CC1)C